5-((2r,5s)-4-((7-ethyl-6-oxo-5H-1,5-naphthyridin-3-yl)methyl)-2,5-dimethylpiperazin-1-yl)-N-(methyl-d3)pyridine-2-carboxamide Phosphonic acid salt P(O)(O)=O.C(C)C=1C(NC=2C=C(C=NC2C1)CN1C[C@H](N(C[C@@H]1C)C=1C=CC(=NC1)C(=O)NC([2H])([2H])[2H])C)=O